(1R,3S)-N1-[6-(methoxymethyl)thieno[2,3-d]pyrimidin-4-yl]-N1-methylcyclopentane-1,3-diamine hydrochloride Cl.COCC1=CC2=C(N=CN=C2N([C@H]2C[C@H](CC2)N)C)S1